2,3,5,6-tetrafluorobenzenedicarboxylate FC1(C(C(=C(C=C1F)F)F)C(=O)[O-])C(=O)[O-]